O=C(NCCCOCCOCCOCCCNC(OC(C)(C)C)=O)C=C tert-Butyl (15-oxo-4,7,10-trioxa-14-azaheptadec-16-en-1-yl)carbamate